(R)-8-(Oxetan-3-yl)-8-azaspiro[4.5]decan-2-yl (8-amino-7-fluoro-6-(8-methyl-2,3-dihydro-1H-pyrido[2,3-b][1,4]oxazin-7-yl)isoquinolin-3-yl)carbamate NC=1C(=C(C=C2C=C(N=CC12)NC(O[C@H]1CC2(CC1)CCN(CC2)C2COC2)=O)C2=C(C1=C(OCCN1)N=C2)C)F